FC1CN2CCC(C2(C1)C(=O)OC)=C methyl 6-fluoro-1-methylenetetrahydro-1H-pyrrolizine-7a(5H)-carboxylate